triethanolamine hydrochloride Cl.N(CCO)(CCO)CCO